tert-butyl 3-((4-hydroxybutyl)(methyl)amino)azetidine-1-carboxylate OCCCCN(C1CN(C1)C(=O)OC(C)(C)C)C